(dibenzylamino)cyclohexan-1-ol C(C1=CC=CC=C1)N(CC1=CC=CC=C1)C1(CCCCC1)O